3-(3,5-di-tert-butyl-4-hydroxyphenyl)-propionate C(C)(C)(C)C=1C=C(C=C(C1O)C(C)(C)C)CCC(=O)[O-]